CC1CCCCCCC=2NC=CC21 6-methylheptanopyrrol